ClC=1C=C(C(=O)NC2=CC=C(C=C2)[C@@H]2CNCC2)C=CC1Cl |r| (RS)-3,4-Dichloro-N-(4-pyrrolidin-3-yl-phenyl)-benzamide